(2S,4R)-4-hydroxy-N-((R)-1-(4-(4-methylthiazol-5-yl)phenyl)ethyl)pyrrolidine-2-carboxamide methyl-9-bromo-4-oxo-1,2,3,4-tetrahydrobenzo[4,5]imidazo[1,2-a]pyridine-7-carboxylate COC(=O)C=1C=C(C2=C(N=C3N2CCCC3=O)C1)Br.O[C@@H]1C[C@H](NC1)C(=O)N[C@H](C)C1=CC=C(C=C1)C1=C(N=CS1)C